methyl (S)-2-(2,6-difluoro-4-((R)-3-(trifluoromethyl)morpholino) benzamido)-3-(8-(5-fluoro-3-(trifluoromethyl)pyridin-2-yl)imidazo[1,2-a]pyridin-5-yl)propanoate FC1=C(C(=O)N[C@H](C(=O)OC)CC2=CC=C(C=3N2C=CN3)C3=NC=C(C=C3C(F)(F)F)F)C(=CC(=C1)N1[C@H](COCC1)C(F)(F)F)F